4-(2-(4-(5-Chloro-2-(1H-tetrazol-1-yl)phenyl)-2,5-dioxapiperazin-1-yl)-3-phenylpropionamido)benzamide ClC=1C=CC(=C(C1)N1CON(CO1)C(C(=O)NC1=CC=C(C(=O)N)C=C1)CC1=CC=CC=C1)N1N=NN=C1